2-((4-(4-((5-chloropyridin-2-yl)methoxy)-5-fluoropyrimidin-2-yl)cyclohex-3-en-1-yl)Methyl)-3-(((S)-oxetan-2-yl)methyl)-3H-imidazo[4,5-b]Pyridine ClC=1C=CC(=NC1)COC1=NC(=NC=C1F)C1=CCC(CC1)CC1=NC=2C(=NC=CC2)N1C[C@H]1OCC1